tert-butyl 4-(3,4-dihydro-2,7-naphthyridin-2(1H)-yl)piperidine-1-carboxylate C1N(CCC2=CC=NC=C12)C1CCN(CC1)C(=O)OC(C)(C)C